O1C(=NC2=C1C=CC=C2)C=2N=C(N(C(C2O)=O)C)C=2N(C1=C(N2)C=CC(=C1)C(=O)OC)C1CCC1 Methyl 2-[4-(1,3-benzoxazol-2-yl)-5-hydroxy-1-methyl-6-oxopyrimidin-2-yl]-3-cyclobutyl-1,3-benzodiazole-5-carboxylate